O=C1NNSC1 oxothiadiazolidine